2-(4-(1-(aminomethyl)-5-(difluoromethyl)-4-oxo-3,4-dihydropyrido[3,4-d]pyridazin-7-yl)-1-Methyl-1H-pyrazol-5-yl)-4-chloro-6-cyclopropoxy-3-fluorobenzonitrile NCC=1C2=C(C(NN1)=O)C(=NC(=C2)C=2C=NN(C2C2=C(C#N)C(=CC(=C2F)Cl)OC2CC2)C)C(F)F